4-fluorobenzyl-5-hydroxy-1-methyl-6-oxo-1,6-dihydropyrimidine-4-carboxamide FC1=CC=C(CC=2N(C(C(=C(N2)C(=O)N)O)=O)C)C=C1